F[C@H](C1(COC1)C=1C=C(C=CC1)N1C(C2=CC(=CC(=C2C1)C(F)(F)F)CN1CCOCC1)=O)C1=NN=CN1C (R)-2-(3-(3-(fluoro(4-methyl-4H-1,2,4-triazol-3-yl)methyl)oxetan-3-yl)phenyl)-6-(morpholinomethyl)-4-(trifluoromethyl)isoindolin-1-one